COC1=C(C=C(C(=C1)C)C)S(=O)(=O)Cl 2-methoxy-4,5-dimethylbenzenesulfonyl chloride